CC1=CC=C(C=C1)S(=O)(=O)OCC(COS(=O)(=O)C1=CC=C(C=C1)C)([2H])[2H] propane-1,3-diyl-2,2-d2 bis(4-methylbenzenesulfonate)